COC=1SC(=C(N1)C1=CC=CC=C1)OC1=CC(=NC=C1)NC=1C=C(C=CC1)C(C)(C)O 2-(3-((4-((2-Methoxy-4-phenylthiazol-5-yl)oxy)pyridin-2-yl)amino)phenyl)propan-2-ol